C(C)(C)(C)N=C(C)C1=NC=CC=C1 2-[1-(tert-butylimino)ethyl]Pyridine